Ethyl 3-(1,4-dimethyl-1H-benzotriazol-5-yl)-3-(7-{[(2S)-7-hydroxy-2-(trifluoromethyl)-2,3-dihydropyrido[2,3-f][1,4]oxazepin-4(5H)-yl]methyl}-1-benzothiophen-5-yl)propanoate CN1N=NC2=C1C=CC(=C2C)C(CC(=O)OCC)C=2C=C(C1=C(C=CS1)C2)CN2C[C@H](OC1=C(C2)N=C(C=C1)O)C(F)(F)F